ClC1=C(C(=NN1C)C)CN1CC2(CN(C2)C(=O)N2CC3(C2)NC(OC3)=O)C1 2-[6-[(5-chloro-1,3-dimethyl-pyrazol-4-yl)methyl]-2,6-diazaspiro[3.3]heptane-2-carbonyl]-7-oxa-2,5-diazaspiro[3.4]octan-6-one